C(C)(=O)NC=1C=C(C=CC1)NC(C1=CC(=CC=C1)S(=O)(=O)N1C(CC2=CC=CC=C12)C)=O N-(3-acetamidophenyl)-3-((2-methylindolin-1-yl)sulfonyl)benzamide